5-(5-((R)-1-(3,5-dichloropyridin-4-yl)ethoxy)-1H-indazol-3-yl)-2-(((S)-tetrahydrofuran-3-yl)oxy)nicotinonitrile ClC=1C=NC=C(C1[C@@H](C)OC=1C=C2C(=NNC2=CC1)C=1C=NC(=C(C#N)C1)O[C@@H]1COCC1)Cl